3-((5-fluoro-1H-indol-3-yl)methyl)-5-methyl-7-(methylsulfonyl)-6,7,8,9-tetrahydro-3H-pyrido[4',3':4,5]pyrrolo[2,3-d]pyridazin-4(5H)-one FC=1C=C2C(=CNC2=CC1)CN1N=CC2=C(C1=O)N(C1=C2CCN(C1)S(=O)(=O)C)C